1-((4S,5R)-5-ethynyl-4-hydroxy-5-(hydroxymethyl)tetrahydrofuran-2-yl)-5-methylpyrimidine-2,4(1H,3H)-dione C(#C)[C@]1([C@H](CC(O1)N1C(NC(C(=C1)C)=O)=O)O)CO